2-(2H-1,2,3-benzotriazol-2-yl)-N,N-dibenzylaniline N=1N(N=C2C1C=CC=C2)C2=C(N(CC1=CC=CC=C1)CC1=CC=CC=C1)C=CC=C2